FC1(CCC(CC1)[C@H](NC(=O)C1=CC=NN1CC)C=1N=C2N(N=CC(=C2)CC2C(N[C@@H](C2)C(F)(F)F)=O)C1)F N-((1S)-(4,4-difluorocyclohexyl)(7-(((5S)-2-oxo-5-(trifluoromethyl)pyrrolidin-3-yl)methyl)imidazo[1,2-b]pyridazin-2-yl)methyl)-1-ethyl-1H-pyrazole-5-carboxamide